CN1N=C(C=C1S(=O)(=O)N1CC2(C1)OCC(C2)N2CCC(CC2)C)C 2-((1,3-Dimethyl-1H-pyrazol-5-yl)sulfonyl)-7-(4-methylpiperidin-1-yl)-5-oxa-2-azaspiro[3.4]octane